alpha-pentyl-cinnamyl alcohol C(CCCC)C(CO)=CC1=CC=CC=C1